tert-butyl 2-(hydroxymethyl)-2-methylpyrrolidine-1-carboxylate OCC1(N(CCC1)C(=O)OC(C)(C)C)C